(R)-1-(5-chloro-3-fluoropyridin-2-yl)-4-(4-fluorobenzyl)-3-((1s,3S)-3-hydroxycyclobutyl)piperazine-2,5-dione ClC=1C=C(C(=NC1)N1C([C@H](N(C(C1)=O)CC1=CC=C(C=C1)F)C1CC(C1)O)=O)F